C(#N)C=1C=C(C=CC1)C1=CC(=CC(=N1)NC1=CC2=C(C=N1)N(C(N2[C@H]2C[C@@H](CC2)NC(OC)=O)=O)C)C=2C=NN(C2)C methyl ((1R,3R)-3-(6-((6-(3-cyanophenyl)-4-(1-methyl-1H-pyrazol-4-yl)pyridin-2-yl)amino)-3-methyl-2-oxo-2,3-dihydro-1H-imidazo[4,5-c]pyridin-1-yl)cyclopentyl)carbamate